3-(4-phenoxyphenyl)-1-(1-(1-(pyrrolidin-3-ylmethyl)azetidin-3-yl)piperidin-4-yl)-1H-pyrazolo[3,4-d]pyrimidin-4-amine O(C1=CC=CC=C1)C1=CC=C(C=C1)C1=NN(C2=NC=NC(=C21)N)C2CCN(CC2)C2CN(C2)CC2CNCC2